3-{2-[(4-chloro-1H-indol-6-yl)amino]-1H-1,3-benzodiazol-5-yl}piperidine-1-carboxylic acid tert-butyl ester C(C)(C)(C)OC(=O)N1CC(CCC1)C1=CC2=C(NC(=N2)NC2=CC(=C3C=CNC3=C2)Cl)C=C1